C1(=C(C=CC=C1)C1=C(C2=C(OC3=C2C=CC=C3)C=C1)C1=C(C(=C(C=C1)C1=CC=CC=C1)C1=C(C(=CC=3C2=CC=CC=C2CC13)C)C)C1=NN=NC=C1)C1=CC=CC=C1 (biphenylyl)[(phenyl)(dimethyl-Fluorenyl)triazinylphenyl]dibenzofuran